N,N-bis(carboxymethyl)glutamic acid methyl-(R)-6-(1-benzylpiperidin-4-ylidene)-2-((tert-butoxycarbonyl)amino)-5-oxohexanoate C[C@](C(=O)O)(CCC(C=C1CCN(CC1)CC1=CC=CC=C1)=O)NC(=O)OC(C)(C)C.C(=O)(O)CN([C@@H](CCC(=O)O)C(=O)O)CC(=O)O